C(C)OC(C1=CC(=CC=C1)C1=CSC2=C1N=C(N=C2)NC2=CC=C(C=C2)N2CCOCC2)=O 3-(2-(4-morpholinophenylamino)thieno[3,2-d]pyrimidin-7-yl)benzoic acid ethyl ester